N-(1-(4,4-difluorocyclohexyl)-2-oxopyrrolidin-3-yl)-4-((2-methoxyethyl)sulfonamido)-2-(6-azaspiro[2.5]octan-6-yl)benzamide FC1(CCC(CC1)N1C(C(CC1)NC(C1=C(C=C(C=C1)NS(=O)(=O)CCOC)N1CCC2(CC2)CC1)=O)=O)F